methoxyoctapropylene glycol COCC(COC(C)COC(C)COC(C)COC(C)COC(C)COC(C)COC(C)CO)O